bis(2-hexyldecyl) 7-(N-decyl-3-(dimethylamino)propanamido)tridecanedioate C(CCCCCCCCC)N(C(CCN(C)C)=O)C(CCCCCC(=O)OCC(CCCCCCCC)CCCCCC)CCCCCC(=O)OCC(CCCCCCCC)CCCCCC